FC1([C@@H](CN2C(N(C=C21)C2=NOC1=NC(=CC(=C12)C1=C(C=C(C=C1F)F)F)C)=O)NS(=O)(=O)C)F N-{(6R)-7,7-Difluoro-2-[6-methyl-4-(2,4,6-trifluorophenyl)[1,2]oxazolo[5,4-b]pyridin-3-yl]-3-oxo-2,5,6,7-tetrahydro-3H-pyrrolo[1,2-c]imidazol-6-yl}methanesulfonamide